COC=1C=C(C=CC1OC)C=1C(=NN2C1N=C(C=C2NCC2=CC=C(C=C2)C(C)=O)C)C 1-[4-[[[3-(3,4-Dimethoxyphenyl)-2,5-dimethyl-pyrazolo[1,5-a]pyrimidin-7-yl]amino]methyl]phenyl]ethanon